NC1=C(C(=NC=C1C(=O)N)OC1=CC=C(C=C1)N1CCOCC1)C1=C(C(=CC=C1C)O)C 4-amino-5-(3-hydroxy-2,6-dimethylphenyl)-6-(4-morpholinophenoxy)nicotinamide